OCC=1C(OC(C1C)=O)=O 3-(hydroxymethyl)-4-methylfuran-2,5-dione